IC1=CC=C(OCC2=NN(C=C2)C(=O)OC(C)(C)C)C=C1 tert-butyl 3-((4-iodophenoxy) methyl)-1H-pyrazole-1-carboxylate